(S)-3-(3-chloro-4-fluorophenyl)-1-methyl-1-(1-(1-(methylamino)isoquinolin-4-yl)ethyl)urea ClC=1C=C(C=CC1F)NC(N([C@@H](C)C1=CN=C(C2=CC=CC=C12)NC)C)=O